O1C2C(NCC1)CN(C2)C#N hexahydropyrrolo[3,4-b][1,4]oxazine-6(2H)-carbonitrile